3-(3-bromo-5-(4-meth-ylbenzoyloxy)benzylideneamino)benzoic acid BrC=1C=C(C=NC=2C=C(C(=O)O)C=CC2)C=C(C1)OC(C1=CC=C(C=C1)C)=O